ClC1=CC=C(OC2=CC=C(\C=C/3\C(=C(C4=CC(=CC=C34)OCC)CC(=O)O)C)C=C2)C=C1 (Z)-2-(1-(4-(4-Chlorophenoxy)benzylidene)-5-ethoxy-2-methyl-1H-inden-3-yl)acetic acid